C1(CCCCC1)[C@H]1[C@H](C2=CC=C(C=C2CC1)O)C1=CC=C(C=N1)N1CCC(CC1)C=O 1-(6-((1R,2S)-2-cyclohexyl-6-hydroxy-1,2,3,4-tetrahydronaphthalen-1-yl)pyridin-3-yl)piperidine-4-carbaldehyde